C(C)(C)(C)OC(=O)N1[C@@H]([C@H](CC1)C#N)C1=CC=CC=C1 (2S,3S)-3-cyano-2-phenylpyrrolidine-1-carboxylic acid tert-butyl ester